(R)-2-METHYLHEX-5-ENE-3-SULFONAMIDE CC(C)[C@@H](CC=C)S(=O)(=O)N